CN1N=CC=2C1=NC(=NC2N2C[C@H]1[C@@H](C2)COC1)C#CC=1NC=C(N1)C1=CC=CC=C1 (3aS,6aR)-5-[1-methyl-6-[2-(4-phenyl-1H-imidazol-2-yl)ethynyl]pyrazolo[3,4-d]pyrimidin-4-yl]-1,3,3a,4,6,6a-hexahydrofuro[3,4-c]pyrrole